C1(CC1)C=1C=NN2C1C=C(C=C2)C(=O)N 3-Cyclopropylpyrazolo[1,5-a]pyridine-5-carboxamide